NC=1C=CC(=C2CN(C(C12)=O)CC(C(=O)N)=C)C=1C=C2C(=CN1)NN=C2C 2-[(7-amino-4-{3-methyl-1H-pyrazolo[3,4-c]pyridin-5-yl}-1-oxo-2,3-dihydro-1H-isoindol-2-yl)methyl]prop-2-enamide